C(C)(C)(C)OC(N[C@@H]1C(NC[C@H]1C1=CC=C(C=C1)OC)=O)=O |o1:7,11| (-)-[(3S*,4R*)-4-(4-Methoxyphenyl)-2-oxopyrrolidin-3-yl]carbamic Acid Tert-Butyl Ester